(Z)-N2-(((9H-fluoren-9-yl)methoxy)carbonyl)-Nω,Nω'-bis((benzyloxy)carbonyl)-L-arginine C1=CC=CC=2C3=CC=CC=C3C(C12)COC(=O)N[C@@H](CCCN/C(/NC(=O)OCC1=CC=CC=C1)=N/C(=O)OCC1=CC=CC=C1)C(=O)O